tert-butyl 4-[4-[4-(2,4-difluorophenoxy)-3-(6-methyl-7-oxo-1H-pyrrolo[2,3-c]pyridin-4-yl)phenyl]sulfonylbutoxy]piperidine-1-carboxylate FC1=C(OC2=C(C=C(C=C2)S(=O)(=O)CCCCOC2CCN(CC2)C(=O)OC(C)(C)C)C=2C3=C(C(N(C2)C)=O)NC=C3)C=CC(=C1)F